CC(=O)/C=C/C1C(=C)CCCC1(C)C γ-ionone